(1r,3r,5s)-3-(4-methylpiperidin-1-yl)-8-azabicyclo[3.2.1]octane-8-carboxylic acid tert-butyl ester C(C)(C)(C)OC(=O)N1[C@H]2CC(C[C@@H]1CC2)N2CCC(CC2)C